OCCCCN(CCCN(CCCC(=O)[O-])CCCC(=O)OCCCCCCCCCCCCCCCCCCCCCCC)CCCC(OCCCCCCCCCCCCC)=C=O Tricosyl 4,4'-((3-((4-hydroxybutyl)(4-carbonyl-4-(tridecyloxy)butyl)amino)propyl)azanediyl)dibutyrate